N1C=NC2=C1C=CC(=C2)C2=C(C=CC(=C2)CCC)O 2-(1H-benzimidazol-5-yl)-4-propylphenol